C(C)(C)(C)OC1=CC=C(C=C1)C1CC(CC(C1)=O)=O 5-(4-t-butoxyphenyl)-1,3-cyclohexanedione